BrC=1C=CN2N=C(N=C(C21)NCC)Cl 5-Bromo-2-chloro-N-ethylpyrrolo[2,1-f][1,2,4]triazin-4-amine